[Si].[Cr].[Ni] nickel-chromium-silicon